CP(OC1N(CCN(C1)C(=O)C1=CN=C2N1C=C(C=C2)C=2C=CC1=C(N=C(O1)N)C2)C(C2=C(C=CC(=C2)CC2=NNC(C1=CC=CC=C21)=O)F)=O)([O-])=O (4-(6-(2-aminobenzo[d]oxazol-5-yl) imidazo[1,2-a]pyridine-3-carbonyl)-1-(2-fluoro-5-((4-oxo-3,4-dihydrophthalazin-1-yl) methyl) benzoyl) piperazin-2-yl) methylphosphonate